C(CCCCCCCCCCC)N(CCCC1(CC(=CC(=C1)CNCCCN(CCCCCCCCCCCC)CCCCCCCCCCCC)CNCCCN(CCCCCCCCCCCC)CCCCCCCCCCCC)CN)CCCCCCCCCCCC 1,N3,N5-tris(3-(didodecylamino)propyl)benzene-1,3,5-trimethylamine